3-amino-1-(4-chloro-3-fluorophenyl)-2,2-difluoropropan-1-ol NCC(C(O)C1=CC(=C(C=C1)Cl)F)(F)F